N-tris(hydroxymethyl)methylglycine sodium [Na].OCC(NCC(=O)O)(CO)CO